(7R,14R)-11-chloro-1-(difluoromethoxy)-6,7-dihydro-7,14-methanobenzimidazo[1,2-b][2,5]benzodiazocin-5(14H)-one ClC=1C=CC2=C(C1)N1[C@H]3C4=C(C(N[C@@H](C1=N2)C3)=O)C=CC=C4OC(F)F